O1CC(C1)C1=CC=2C(=NC=CC2C2CCN(CC2)C(=O)OC(C)(C)C)N1 tert-butyl 4-[2-(oxetan-3-yl)-1H-pyrrolo[2,3-b]pyridin-4-yl]piperidine-1-carboxylate